4,4'-methylenebis(2,6-di(n-butyl)cyclohexylamine) C(C1CC(C(C(C1)CCCC)N)CCCC)C1CC(C(C(C1)CCCC)N)CCCC